9,9'-(5-bromo-1,3-phenylene)biscarbazole BrC=1C=C(C=C(C1)N1C2=CC=CC=C2C=2C=CC=CC12)N1C2=CC=CC=C2C=2C=CC=CC12